The molecule is a tosylmalonate ester in which the esterifying groups are methyl and trans-cinnamyl. It is a tosylmalonate ester, a sulfone and a methyl ester. CC1=CC=C(C=C1)S(=O)(=O)C(C(=O)OC)C(=O)OC/C=C/C2=CC=CC=C2